FC(C1=NC=CC2=C1C(=CN2)C=O)(F)F 4-(TRIFLUOROMETHYL)-1H-PYRROLO[3,2-C]PYRIDINE-3-CARBALDEHYDE